C1=CC=CC2=NC3=C(SC=C21)C=CC=C3 dibenzo[b,e][1,4]thiazepine